[Si](C)(C)(C(C)(C)C)OCC1=NN=C2N1C=C(C=C2)C(=O)OCC ethyl 3-{[(tert-butyldimethylsilyl)oxy]methyl}-[1,2,4]triazolo[4,3-a]pyridine-6-carboxylate